N(C(C([2H])[2H])(CC1=CC=CC=C1)[2H])([2H])[2H] [2H5]-amphetamine